4-(2-fluorophenyl)-7-(3-methoxypropyl)-2-(2-(2-propenoyl)-2,6-diazaspiro[3.4]octan-6-yl)-5,6,7,8-tetrahydro-1,7-naphthyridine-3-carbonitrile FC1=C(C=CC=C1)C1=C(C(=NC=2CN(CCC12)CCCOC)N1CC2(CN(C2)C(C=C)=O)CC1)C#N